COC1=CC=2N(C=C1)C(=NN2)N2C[C@@H](CCC2)NC2=NC=C(C(=N2)OC2COC2)C(F)(F)F N-[(3R)-1-(7-methoxy-[1,2,4]triazolo[4,3-a]pyridin-3-yl)-3-piperidyl]-4-(oxetan-3-yloxy)-5-(trifluoromethyl)pyrimidin-2-amine